Dimethyl({2H,3H,4H-thieno[2,3-b]pyran-4-yl}methyl)amine CN(CC1C2=C(OCC1)SC=C2)C